C(C=C)(=O)O.NC(=O)OCC.NC(=O)OCC Diurethane Acrylate